C(C)(=O)C(C)CCC(C)C 2-acetyl-5-methylhexane